N=1NN=NC1CC(=O)O 2H-1,2,3,4-tetrazol-5-ylacetic acid